FC1(CC(C1)N1N=C(C=2C1=NC=NC2)C)F 1-(3,3-difluorocyclobutyl)-3-methyl-1H-pyrazolo[3,4-d]pyrimidine